OC1=C(C(=O)OCC[Si](C)(C)C)C(=C(C(=C1C(F)(F)F)O)C)C 2-(trimethylsilyl)ethyl 2,4-dihydroxy-5,6-dimethyl-3-(trifluoro methyl)benzoate